7-(5-(5-(5-acetyl-2,5-diazabicyclo[4.1.0]heptan-2-yl)-1,3,4-thiadiazol-2-yl)-4-(isopropylamino)pyridin-2-yl)pyrrolo[1,2-b]pyridazine-3-carbonitrile C(C)(=O)N1CCN(C2CC12)C1=NN=C(S1)C=1C(=CC(=NC1)C1=CC=C2N1N=CC(=C2)C#N)NC(C)C